ethyl-(ethynyl)dimethylsilane C(C)[Si](C)(C)C#C